N1=CC(=CC2=CC=CC=C12)C=1C=C2C=3N(C4=NN=CN4C3C=NC2=CC1)C(C#N)(C)C1=CC=CC=C1 [4-(quinolin-3-yl)-8,11,13,14,16-pentaazatetracyclo[8.6.0.02,7.011,15]Hexadec-1(10),2,4,6,8,12,14-heptaen-16-yl]Phenyl-propionitrile